N1=CN=CC2=C1CCN(C2)C(=O)[C@@H]2CC21CCN(CC1)C(=O)OC(C(F)(F)F)C(F)(F)F 1,1,1,3,3,3-Hexafluoropropan-2-yl (R)-1-(5,6,7,8-tetrahydropyrido[4,3-d]pyrimidin-6-carbonyl)-6-azaspiro[2.5]octan-6-carboxylat